FC1=C(C(=O)N[C@H](C)C=2C=NC(=NC2)C(F)(F)F)C=C(C=C1C=1SC(=CN1)C)OC[C@H]1COCC1 2-Fluoro-3-(5-methylthiazol-2-yl)-5-(((R)-tetrahydrofuran-3-yl)methoxy)-N-((R)-1-(2-(Trifluoromethyl)pyrimidin-5-yl)ethyl)benzamide